FC(OC1=CC=C(C=C1)S(=O)(=O)N1CCOC2(CCN(C2)[C@@H]2COCCC2)C1)F 9-((4-(Difluoromethoxy)phenyl)sulfonyl)-2-((S)-tetrahydro-2H-pyran-3-yl)-6-oxa-2,9-diazaspiro[4.5]decane